[Si](C)(C)(C(C)(C)C)OC(COC1=CC=C(C=C1)N1C(N=C(C=C1)NC(=O)N1CCN(CC1)C(C(C)(C)NC(OC(C)(C)C)=O)=O)=O)C t-butyl (1-(4-((1-(4-(2-((t-butyldimethylsilyl)oxy)propoxy)phenyl)-2-oxo-1,2-dihydropyrimidin-4-yl)carbamoyl)piperazin-1-yl)-2-methyl-1-oxopropan-2-yl)carbamate